glucitol diacetate C(C)(=O)O.C(C)(=O)O.C([C@H](O)[C@@H](O)[C@H](O)[C@H](O)CO)O